C[C@@H]1CCOCCOC2=CN=CC(C3=NNC=4C=CC(O1)=CC34)=N2 (13R)-13-methyl-7,10,14-trioxa-4,19,20,23-tetraazatetracyclo[13.5.2.12,6.018,21]tricosa-1(20),2(23),3,5,15(22),16,18(21)-heptaene